FC(C(=O)N[C@H](C(=O)O)CCN(CCCCC1=NC=2NCCCC2C=C1)C[C@@H](CF)OC)(C1=CC=CC=C1)F (S)-2-(2,2-difluoro-2-phenylacetamido)-4-(((S)-3-fluoro-2-methoxypropyl)(4-(5,6,7,8-tetrahydro-1,8-naphthyridin-2-yl)butyl)amino)butanoic acid